(1S,3S)-3-(tert-Butoxycarbonylamino)cyclobutane-1-carboxylic acid C(C)(C)(C)OC(=O)NC1CC(C1)C(=O)O